[Na].C(=C)Br vinyl bromide-sodium salt